NC1(CC(C1)N1CCCC1)C(=O)OCC Ethyl 1-Amino-3-(Pyrrolidin-1-Yl)Cyclobutane-1-Carboxylate